calcium lithium phosphorus sulfide [P]=S.[Li].[Ca]